NC1=CC=CC(=N1)C1=CC=C(C=C1)CC(C(=O)OC(C)(C)C)(C)C tert-butyl 3-(4-(6-aminopyridin-2-yl) phenyl)-2,2-dimethylpropionate